rel-tert-butyl {(5R,6S)-4-oxo-5-[(2-phenylthiazol-4-yl)methyl]-3-(propan-2-yl)-3,4,5,6,7,8-hexahydroquinazolin-6-yl}carbamate O=C1N(C=NC=2CC[C@@H]([C@@H](C12)CC=1N=C(SC1)C1=CC=CC=C1)NC(OC(C)(C)C)=O)C(C)C |o1:8,9|